sodium iridium oxide [Ir]=O.[Na]